N1=CC=CC(=C1)C(=O)C1NCCC2=C1SC(=N2)NC(=O)[C@@H]2CNCC2 (S)-N-(5-picolinoyl-4,5,6,7-tetrahydrothiazolo[5,4-c]pyridin-2-yl)pyrrolidine-3-carboxamide